N-(6-cyano-5-(trifluoromethyl)pyridin-3-yl)-N'-(2-methyl-8-(propan-2-yl)imidazo[1,2-b]pyridazin-7-yl)urea C(#N)C1=C(C=C(C=N1)NC(=O)NC1=C(C=2N(N=C1)C=C(N2)C)C(C)C)C(F)(F)F